METHYL (1S,5'E,12'S)-6-CHLORO-12'-HYDROXY-9'-METHYL-10'-OXO-3,4-DIHYDRO-2H-SPIRO[NAPHTHALENE-1,19'-[17]OXA[1,9]DIAZATRICYCLO[11.7.2.011,21]DOCOSA[5,13,15,21]TETRAENE]-12'-CARBOXYLATE ClC=1C=C2CCC[C@]3(COC=CC=C4[C@@](C5C(N(CC/C=C/CCCN(C3)C5=C4)C)=O)(C(=O)OC)O)C2=CC1